C(C)N(CCN(CCOC(OC(CCCC(=O)OCCSCCCCCC)CCCC(=O)OCCSCCCCCC)=O)CCOC(OC(CCCC(=O)OCCSCCCCCC)CCCC(OCCSCCCCCC)=O)=O)CC Bis(2-(hexylthio)ethyl) 11-(2-(diethylamino)ethyl)-5,17-bis(4-(2-(hexylthio)ethoxy)-4-oxobutyl)-7,15-dioxo-6,8,14,16-tetraoxa-11-azahenicosanedioate